2-[2-[[2-(2,6-dioxo-3-piperidyl)-1,3-dioxo-isoindolin-4-yl]amino]ethoxy]ethyl methanesulfonate CS(=O)(=O)OCCOCCNC1=C2C(N(C(C2=CC=C1)=O)C1C(NC(CC1)=O)=O)=O